(6S)-N-[(2S)-4-(benzyloxy)-3-oxo-1-[(3S)-2-oxopyrrolidin-3-yl]butan-2-yl]-5-(4-methoxy-1H-indole-2-carbonyl)-5-azaspiro[2.4]heptane-6-carboxamide C(C1=CC=CC=C1)OCC([C@H](C[C@H]1C(NCC1)=O)NC(=O)[C@H]1N(CC2(CC2)C1)C(=O)C=1NC2=CC=CC(=C2C1)OC)=O